2,4,6-trichlorophenyl-2-phenylacetate ClC1=C(C(=CC(=C1)Cl)Cl)C(C(=O)[O-])C1=CC=CC=C1